6-(4-(thiophen-2-yl)-2H-1,2,3-triazole-2-carbonyl)-L-lysine S1C(=CC=C1)C1=NN(N=C1)C(=O)C(CCC[C@H](N)C(=O)O)N